4-amino-2-{[(1S)-1-{4-[4-(piperazin-1-yl)tetrahydro-2H-pyran-4-yl]phenyl}ethyl]amino}-8-(propan-2-yl)pyrido[2,3-d]pyrimidin-7(8H)-one NC=1C2=C(N=C(N1)N[C@@H](C)C1=CC=C(C=C1)C1(CCOCC1)N1CCNCC1)N(C(C=C2)=O)C(C)C